t-butyl 4-[4-(2,4-dibenzyloxyphenyl)-2,3-dihydro-1,4-benzoxazin-8-yl]piperidine-1-carboxylate C(C1=CC=CC=C1)OC1=C(C=CC(=C1)OCC1=CC=CC=C1)N1CCOC2=C1C=CC=C2C2CCN(CC2)C(=O)OC(C)(C)C